C(\C=C\C(=O)[O-])(=O)OCCCCCCCCC monononyl fumarate